17-tert-butoxycarbonylheptadecanoic acid C(C)(C)(C)OC(=O)CCCCCCCCCCCCCCCCC(=O)O